trans-N1-phenylcyclohexane-1,4-diamine C1(=CC=CC=C1)N[C@@H]1CC[C@H](CC1)N